N-(5-(6-(4-(6-benzyl-5,6,7,8-tetrahydropyrido[4,3-d]pyrimidin-2-yl)-3-methyloxyphenyl)pyrazin-2-yl)thiophen-3-yl)-2-cyclobutyl-Acetamide C(C1=CC=CC=C1)N1CC2=C(N=C(N=C2)C2=C(C=C(C=C2)C2=CN=CC(=N2)C2=CC(=CS2)NC(CC2CCC2)=O)OC)CC1